CC(CCCCCC)CCCCCCCC(CCCCCCCCCCCCCCCCCCCCCC)C 7,15-Dimethylheptatriacontane